5-((2,6-Difluorophenyl)ethynyl)isoquinoline FC1=C(C(=CC=C1)F)C#CC1=C2C=CN=CC2=CC=C1